(3R,4S)-1-((3R,4R)-4-((tert-butyldiphenylsilyl)oxy)-3-methyltetrahydrofuran-3-yl)-3-fluoropiperidin-4-ol [Si](C1=CC=CC=C1)(C1=CC=CC=C1)(C(C)(C)C)O[C@@H]1[C@](COC1)(C)N1C[C@H]([C@H](CC1)O)F